[At].[Na] sodium astatine